4,4-di-tert-butylbipyridine nickel dibromide [Ni](Br)Br.C(C)(C)(C)C1(CC(=NC=C1)C1=NC=CC=C1)C(C)(C)C